ClC1=C(C=O)C=CC(=C1)OC1=CC(=CC=C1)OC 2-chloro-4-(3-methoxyphenoxy)benzaldehyde